(l)-7(R)-amino-2-((S)-1-phenylethyl)-2-aza-bicyclo[2.2.1]heptane N[C@H]1C2N(CC1CC2)[C@@H](C)C2=CC=CC=C2